N-(5-(((5-(tert-butyl)oxazol-2-yl)methyl)thio)thiazol-2-yl)-4-(1-((2-(2,6-dioxopiperidin-3-yl)-6-fluoro-1,3-dioxoisoindolin-5-yl)methyl)piperidin-4-yl)piperazine-1-carboxamide C(C)(C)(C)C1=CN=C(O1)CSC1=CN=C(S1)NC(=O)N1CCN(CC1)C1CCN(CC1)CC=1C=C2C(N(C(C2=CC1F)=O)C1C(NC(CC1)=O)=O)=O